methyl (S)-4-(3-(3-chloropyridin-2-yloxy) pyrrolidin-1-yl)-3-formylbenzoate ClC=1C(=NC=CC1)O[C@@H]1CN(CC1)C1=C(C=C(C(=O)OC)C=C1)C=O